C(C)(C)(C)C12CC(CC(C=C1)(O2)C(C)(C)C)=O 1,5-di-tert-butyl-8-oxabicyclo[3.2.1]oct-6-en-3-one